{2-cyclopropyl-4-[4-(2-methoxy-phenyl)-piperidin-1-yl]-quinazolin-6-ylmethyl}-dimethyl-amine C1(CC1)C1=NC2=CC=C(C=C2C(=N1)N1CCC(CC1)C1=C(C=CC=C1)OC)CN(C)C